Cl.Cl.C12CC(CC(CC1)N2)N2CCC(CC2)C=2C=C(C1=C(N(C(=N1)C1=CC=C(C=C1)S(=O)(=O)C)C1CC1)C2)F 6-(1-(8-azabicyclo[3.2.1]oct-3-yl)piperidin-4-yl)-1-cyclopropyl-4-fluoro-2-(4-(methylsulfonyl)phenyl)-1H-benzo[d]imidazole dihydrochloride